(S)-1-methyl-3-((R)-1-oxo-1,3,5,5a,6,7,8,9-octahydro-2H-pyrazino[1',2':4,5][1,4]oxazino[2,3-e]isoindol-2-yl)piperidine-2,6-dione hydrochloride Cl.CN1C([C@H](CCC1=O)N1C(C2=CC=C3C(=C2C1)OC[C@@H]1N3CCNC1)=O)=O